[F-].[Gd+3].N1CC(CC2=CC=CC=C12)C1=CC=C(C=C1)NC(C)=O.[F-].[F-] N-(4-(1,2,3,4-tetrahydroquinoline-3-yl)phenyl)acetamide gadolinium fluoride